C(C)(C)(C)OC(NC1CC(C1)NC(=O)C1=CN(C(C(=C1)C(NC)=O)=O)CC1=CC=CC=C1)=O (3-(1-benzyl-5-(methylcarbamoyl)-6-oxo-1,6-dihydropyridine-3-carboxamido)cyclobutyl)carbamic acid tert-butyl ester